[[amino-[3-[2-(1,3-benzothiazol-2-yl)-2-(propylsulfonylamino)ethyl]phenyl]methylene]amino] acetate C(C)(=O)ON=C(C1=CC(=CC=C1)CC(NS(=O)(=O)CCC)C=1SC2=C(N1)C=CC=C2)N